((2S,5R)-6-(((3-ethoxy-2,2-dimethyl-3-oxopropoxy)sulfonyl)oxy)-7-oxo-1,6-diazabicyclo[3.2.1]octane-2-carboxamide) methyl-((isobutyryloxy)methyl)succinate CC(C(=O)O)(CC(=O)O)COC(C(C)C)=O.C(C)OC(C(COS(=O)(=O)ON1[C@@H]2CC[C@H](N(C1=O)C2)C(=O)N)(C)C)=O